N-((2-(4-(1-(2,2-dimethyl-2,3-dihydrobenzofuran-6-yl)ethyl)piperazin-1-yl)pyrimidin-5-yl)(methyl)(oxo)-λ6-sulfanylidene)-2,2,2-trifluoroacetamide CC1(OC2=C(C1)C=CC(=C2)C(C)N2CCN(CC2)C2=NC=C(C=N2)S(=NC(C(F)(F)F)=O)(=O)C)C